CC(=C)C(CC)(C)C 2,3,3-Trimethyl-1-pentene